FC1=C(CN2C=NN(C2=O)C2=CC(=C(OC3=CC(=NC=C3F)N3CC(C3)(C)CNC(OC(C)(C)C)=O)C=C2)F)C(=CC=C1)F tert-butyl ((1-(4-(4-(4-(2,6-difluorobenzyl)-5-oxo-4,5-dihydro-1H-1,2,4-triazol-1-yl)-2-fluorophenoxy)-5-fluoropyridin-2-yl)-3-methylazetidin-3-yl)methyl)carbamate